4-Chloro-2-(cyclopent-1-en-1-yl)-N-((R)-2-(((S)-5,11-dioxo-2,3,10,11-tetrahydro-1H,5H-benzo[d]pyrazolo[1,2-a][1,2]diazepin-10-yl)carbamoyl)butyl)thiazole-5-carboxamide ClC=1N=C(SC1C(=O)NC[C@@H](CC)C(N[C@H]1C2=C(C(N3N(C1=O)CCC3)=O)C=CC=C2)=O)C2=CCCC2